1-benzyl-N-(2,4-dimethyl-5-oxo-2,4,5,6,7,8-hexahydropyrazolo[4,3-b]azepin-6-yl)-4-fluoro-1H-pyrazole-3-carboxamide C(C1=CC=CC=C1)N1N=C(C(=C1)F)C(=O)NC1CCC=2C(N(C1=O)C)=CN(N2)C